5-methyl-1H-pyrazole-3-carbonitrile CC1=CC(=NN1)C#N